1-(3-bromopropyl)adamantane BrCCCC12CC3CC(CC(C1)C3)C2